(E)-tert-Butyl((3-iodobut-2-en-1-yl)oxy)dimethylsilane C(C)(C)(C)[Si](C)(C)OC\C=C(/C)\I